CC1CCC(C(C1)O)C(C)C 5-methyl-2-isopropyl-1-cyclohexanol